Methyl 3-[[4-chloro-5-methyl-6-[2-methyl-6-(tetrahydropyran-4-ylmethyl)phenyl]pyrimidin-2-yl]sulfamoyl]benzoate ClC1=NC(=NC(=C1C)C1=C(C=CC=C1CC1CCOCC1)C)NS(=O)(=O)C=1C=C(C(=O)OC)C=CC1